BrC1(C(N(C2=C1C=NC=C2)COCC[Si](C)(C)C)=O)Br 3,3-dibromo-1-((2-(trimethylsilyl)ethoxy)methyl)-1,3-dihydro-2H-pyrrolo[3,2-c]pyridin-2-one